BrC1=CC(=C2C=C(N(C2=C1)C1CCCC1)N)F 6-bromo-1-cyclopentyl-4-fluoro-1H-indol-2-amine